C(CCC)C=1N=C(C(=NC1)C1=CC=C(C=C1)OC)N1CCC(CC1)S(=O)(=O)C 5-Butyl-2-(4-Methoxyphenyl)-3-(4-(Methylsulfonyl)Piperidin-1-yl)pyrazine